1-(((5-methyl-1,3,4-thiadiazol-2-yl)amino)(phenyl)methyl)naphthalen-2-ol 2-(2-(trifluoromethyl)pyrimidin-5-yl)-2,8-diazaspiro[4.5]decane-8-carboxylate FC(C1=NC=C(C=N1)C1NCCC12CCN(CC2)C(=O)OC2=C(C1=CC=CC=C1C=C2)C(C2=CC=CC=C2)NC=2SC(=NN2)C)(F)F